4-(3-Aminophenoxy)-5-methoxy-N-(4-(4-methylpiperazin-1-yl)phenyl)pyrimidin-2-amine NC=1C=C(OC2=NC(=NC=C2OC)NC2=CC=C(C=C2)N2CCN(CC2)C)C=CC1